F[C@@]1([C@@H](C1)F)C=1C=C2C(=CC1)C(N(CC21CC1)CC1=CC=C(C=C1)OC)=O 6-[(1r,2r)-1,2-difluorocyclopropyl]-2-[(4-methoxyphenyl)methyl]spiro[3H-isoquinoline-4,1'-cyclopropane]-1-one